C(C1=CC=CC=C1)OC(=O)NNC(C(C1=CC=C(C=C1)F)N1C[C@@H](N(C[C@H]1C)C(=O)OC(C)(C)C)C)=O tert-butyl (2S,5R)-4-(2-(2-((benzyloxy)carbonyl) hydrazineyl)-1-(4-fluorophenyl)-2-oxoethyl)-2,5-dimethylpiperazine-1-carboxylate